ClC=1SC=C(N1)C(F)(F)F 2-chloro-4-trifluoromethyl-1,3-thiazole